(4-bromophenyl)-1,3-dihydrospiro[indene-2,3'-pyrrolidin]-2'-one BrC1=CC=C(C=C1)N1C(C2(CC1)CC1=CC=CC=C1C2)=O